N-ethyl-oxazoline C(C)N1COC=C1